N-(4-(2-(3-(cyclohexylamino)-7-(3,5-dimethylisoxazol-4-yl)imidazo[1,2-a]pyridin-2-yl)ethyl)phenyl)-2-((2-(2,6-dioxopiperidin-3-yl)-1,3-dioxoisoindolin-4-yl)oxy)acetamide C1(CCCCC1)NC1=C(N=C2N1C=CC(=C2)C=2C(=NOC2C)C)CCC2=CC=C(C=C2)NC(COC2=C1C(N(C(C1=CC=C2)=O)C2C(NC(CC2)=O)=O)=O)=O